C(CCC)OC(CCCC(C)O)=O.CC=1C(=C(C(=C(C1)C1=C(C(=CC=2[Se]C3=C(C21)C=CC=C3)C3=CC=CC=C3)C3=C(C(=CC=2C1=CC=CC=C1CC32)C)C)C3=NN=NC(=C3C3=CC=CC=C3)C3=CC=CC=C3)F)C dimethylfluoro(diphenyltriazinyl)[phenyl(dimethylfluorenyl)dibenzoselenophenyl]benzene Butyl-5-hydroxyhexanoate